(S)-cyclopropylglycine C1(CC1)NCC(=O)O